C1(CCCCC1)NC1=C(N=C2N1C=CC=C2)C=2OC=CC2 N-cyclohexyl-2-(furan-2-yl)imidazo[1,2-a]pyridin-3-amine